12-(3-chloro-4-fluorophenyl)-1-methyl-4,13,14,16-tetrahydro-1H-6,8-ethenopyrazolo[4,3-k]pyrido[4,3-e][1,4,7,10]oxatriazacyclotridecin-5(12H)-one ClC=1C=C(C=CC1F)N1CCOCC2=C(NC(C3=NC4=C1C=CN=C4C=C3)=O)C=NN2C